N-(4-(2-propylhydrazine-1-carbonyl)benzyl)-1H-indole-2-carboxamide C(CC)NNC(=O)C1=CC=C(CNC(=O)C=2NC3=CC=CC=C3C2)C=C1